ethyl-3-(3-ethylhexyloxy)hexane C(C)CCC(CCC)OCCC(CCC)CC